(1r,3r,5r,7r)-2-azaadamantane-2-carboxylic acid tert-butyl ester C(C)(C)(C)OC(=O)N1C2CC3CC(CC1C3)C2